C(C)(C)(C)OC(N(CC#C)C=1C=NC(=CC1)C(C)(C)C)=O.NC1=CC=C(OC2=CC=C(C=C2)C2=CC(=CC=C2)C2=CC=C(C=C2)OC2=CC=C(C=C2)N)C=C1 1,3-bis[4-(4-aminophenoxy)phenyl]benzene tert-butyl-N-(6-tert-butyl-3-pyridyl)-N-prop-2-ynyl-carbamate